3-N-(2,4-difluorophenyl)nicotinamide FC1=C(C=CC(=C1)F)NC(C1=CN=CC=C1)=O